CC([C@@H](C(=O)N1[C@@H]2CC3(CC3)[C@H]([C@H]1C(=O)N[C@H](C(=O)N)C[C@H]1C(NCC1)=O)C2)NC(C(F)(F)F)=O)(C)C (2S)-2-[(1R,4S,6S)-5-[(2S)-3,3-dimethyl-2-(2,2,2-trifluoroacetamido)butanoyl]-5-azaspiro[bicyclo[2.2.1]heptane-2,1'-cyclopropan]-6-ylformamido]-3-[(3S)-2-oxopyrrolidin-3-yl]propanamide